N1C=NC(=C1)CCC=O 3-(1H-imidazol-4-yl)propan-1-one